(2R)-1-[9-bromo-8-methoxy-1-(2-thienyl)-5,6-dihydropyrrolo[2,1-a]isoquinoline-3-carbonyl]-2-methyl-pyrrolidine-2-carboxamide BrC1=C(C=C2CCN3C(C2=C1)=C(C=C3C(=O)N3[C@](CCC3)(C(=O)N)C)C=3SC=CC3)OC